1-(4-Bromo-5-(1-ethyl-7-(methylamino)-2-oxo-1,2-dihydro-1,6-naphthyridin-3-yl)-2-fluorophenyl)-3-phenylurea BrC1=CC(=C(C=C1C=1C(N(C2=CC(=NC=C2C1)NC)CC)=O)NC(=O)NC1=CC=CC=C1)F